OC[C@@H](CCNC(=O)C1=CC2=C(N(C(=N2)NC=2SC3=C(N2)C=CC(=C3)Cl)C)C=C1)C 2-(6-Chloro-benzothiazol-2-ylamino)-1-methyl-1H-benzoimidazole-5-carboxylic acid ((R)-4-hydroxy-3-methyl-butyl)-amide